1-(1-{[2-(trimethylsilyl)ethoxy]methyl}-4-pyrazolyl)-1-propanone C[Si](CCOCN1N=CC(=C1)C(CC)=O)(C)C